tert-butyl (3-bromo-5-chloro-4-(trifluoromethyl)phenyl)(tert-butoxycarbonyl)carbamate BrC=1C=C(C=C(C1C(F)(F)F)Cl)N(C(OC(C)(C)C)=O)C(=O)OC(C)(C)C